NC=1C=2N(C3=C(N1)C=NC(=C3)C(=O)N3[C@@H]1[C@H](C[C@@H](C3)F)OC3=C1C=CC(=C3)OC(F)(F)F)C=NC2C (4-amino-3-methylimidazo[1,5-a]pyrido[3,4-e]pyrazin-8-yl)((3S,4aS,9bS)-3-fluoro-7-(trifluoromethoxy)-3,4,4a,9b-tetrahydrobenzofuro[3,2-b]pyridin-1(2H)-yl)methanone